OC(CC=1C(=CC(N(C1)C(C(=O)OCC)CC(C)(C)C)=O)C(F)(F)F)CO ethyl 2-(5-(2,3-dihydroxypropyl)-2-oxo-4-(trifluoromethyl)pyridin-1(2H)-yl)-4,4-dimethylpentanoate